1-vinyl-3-hexadecyl-imidazole C(=C)N1CN(C=C1)CCCCCCCCCCCCCCCC